BrC1=NN(C=C1C(C)N(C(OC(C)(C)C)=O)C)C tert-butyl (1-(3-bromo-1-methyl-1H-pyrazol-4-yl)ethyl)(methyl)carbamate